FC=1C=C(C=C(C1)F)C1=NOC2(C1CC=C2)C(=O)OC methyl 3-(3,5-difluorophenyl)-3a,4-dihydrocyclopenta[d]isoxazole-6a-carboxylate